6-((4-(4-(1,2-bis(4-hydroxyphenyl)but-1-en-1-yl)phenyl)piperazin-1-yl)methyl)-4-bromo-2-(2,6-dioxopiperidin-3-yl)isoindoline-1,3-dione OC1=CC=C(C=C1)C(=C(CC)C1=CC=C(C=C1)O)C1=CC=C(C=C1)N1CCN(CC1)CC1=CC(=C2C(N(C(C2=C1)=O)C1C(NC(CC1)=O)=O)=O)Br